ClC1=NC=C(C(=N1)N(CC(=O)OC)C)[N+](=O)[O-] methyl N-(2-chloro-5-nitropyrimidin-4-yl)-N-methylglycinate